C(CCC)(=O)O.N1C(CCC1)=O (2-pyrrolidone) butyrate